BrC1=C(C=CC=C1)[N+](=O)[O-] 1-Bromo-2-nitrobenzene